(R)-5-(((4-(3-chloro-4-(2-chloro-3-((3-fluoro-4-(((2-hydroxyethyl)amino)methyl)pyridin-2-yl)amino)phenyl)pyridin-2-yl)-2-methoxyphenethyl)amino)methyl)pyrrolidin-2-one ClC=1C(=NC=CC1C1=C(C(=CC=C1)NC1=NC=CC(=C1F)CNCCO)Cl)C1=CC(=C(CCNC[C@H]2CCC(N2)=O)C=C1)OC